Cl.NC1=C2CN(C(C2=CC=C1)=O)C1C(NC(CC1)=O)=O 3-(4-amino-1-oxo-1,3-dihydro-isoindol-2-yl)-piperidine-2,6-dione hydrochloride